COCCOC[C@@H]1CCN(CCO1)C(=O)OC(C)(C)C tert-Butyl (S)-7-((2-methoxyethoxy)methyl)-1,4-oxazepane-4-carboxylate